5-[[6-[5-[(1R)-1-Benzyloxy-1-(trifluoromethyl)but-3-enyl]-1,3,4-oxadiazol-2-yl]-5-nitro-3-(trifluoromethyl)-2-pyridyl]amino]-5-methyl-hex-1-en-3-ol C(C1=CC=CC=C1)O[C@@](CC=C)(C(F)(F)F)C1=NN=C(O1)C1=C(C=C(C(=N1)NC(CC(C=C)O)(C)C)C(F)(F)F)[N+](=O)[O-]